C1(CC1)CN1CCN(CC1)C1=NC(=C(N=C1)C1=CC=CC=C1)C1=CC=CC=C1 cyclopropyl-(4-(5,6-diphenylpyrazin-2-yl)piperazin-1-yl)methane